(E)-3-(4-((E)-2-(2-ethylphenyl)-1-(1H-indazol-5-yl)but-1-en-1-yl)phenyl)acrylic acid C(C)C1=C(C=CC=C1)/C(=C(/C=1C=C2C=NNC2=CC1)\C1=CC=C(C=C1)/C=C/C(=O)O)/CC